2-((2,5-difluorobenzyl)oxy)-6-(piperidin-4-yl)pyridine FC1=C(COC2=NC(=CC=C2)C2CCNCC2)C=C(C=C1)F